2-hydroxy-4-(1-isopropyl-4-(trifluoromethyl)-1H-imidazol-2-yl)benzaldehyde OC1=C(C=O)C=CC(=C1)C=1N(C=C(N1)C(F)(F)F)C(C)C